3-bromo-5-methoxy-N,N-dimethylaniline BrC=1C=C(N(C)C)C=C(C1)OC